(2R,5S)-1-(2-(4-fluorophenyl)propan-2-yl)-2,5-dimethylpiperazine FC1=CC=C(C=C1)C(C)(C)N1[C@@H](CN[C@H](C1)C)C